tert-butyl ((trans)-2-cyanocyclopentyl)(tosyl)carbamate C(#N)[C@H]1[C@@H](CCC1)N(C(OC(C)(C)C)=O)S(=O)(=O)C1=CC=C(C)C=C1